C(C=C)(=O)OCCCCCCCCCCCOC1=CC(=C(C=C1)C1=NC(=NC(=N1)C1=C(C=C(C=C1)C)C)C1=C(C=C(C=C1)C)C)O 11-(4-(4,6-bis(2,4-dimethylphenyl)-1,3,5-triazin-2-yl)-3-hydroxyphenoxy)undecyl acrylate